C1OCC2=CC(=CC=C12)CC=1C=CC(=NC1)NC(=O)C1=CN(C(C=C1)=O)C N-(5-((1,3-dihydroisobenzofuran-5-yl)methyl)pyridin-2-yl)-1-methyl-6-oxo-1,6-dihydropyridine-3-carboxamide